C(#N)CCN(C1=CC(=CC(=N1)C(=O)O)C1=CC=C(C=C1)OC1=CC=C(C=C1)F)C1=CC=CC=C1 6-((2-cyanoethyl)(phenyl)amino)-4-(4-(4-fluorophenoxy)phenyl)picolinic acid